[Si](C)(C)(C(C)(C)C)O[C@H]1C[C@H](C1)OC1=C(C=CC2=CN(N=C12)CC1=C2C=CNC2=C(C=C1S(=O)(=O)C)C)C#N cis-7-(3-((tert-butyldimethylsilyl)oxy)cyclobutoxy)-2-((7-methyl-5-(methylsulfonyl)-1H-indol-4-yl)methyl)-2H-indazole-6-carbonitrile